(R)-4-Ethyl-3-(N-(2-(3-hydroxypiperidin-1-yl)-5-(tetrazol-1-yl)phenyl)sulfamoyl)benzoic acid C(C)C1=C(C=C(C(=O)O)C=C1)S(NC1=C(C=CC(=C1)N1N=NN=C1)N1C[C@@H](CCC1)O)(=O)=O